C(C)(C)(C)[C@@H]1CC=2C=C3C(=NC2CC1)SC(=N3)C(=O)N[C@H](CCN3CCC(CC3)O)C3=CC=C(C=C3)C3=CN=NC=C3 |r| rac-(7S)-7-tert-butyl-N-[rac-(1R)-3-(4-hydroxy-1-piperidyl)-1-(4-pyridazin-4-ylphenyl)propyl]-5,6,7,8-tetrahydrothiazolo[5,4-b]quinoline-2-carboxamide